2-(DIFLUOROMETHOXY)NAPHTHALENE-4-BORONIC ACID FC(OC1=CC2=CC=CC=C2C(=C1)B(O)O)F